4-propionyl-4'-pentanoyl-biphenyl C(CC)(=O)C1=CC=C(C=C1)C1=CC=C(C=C1)C(CCCC)=O